Dibenzyl (4-(2-(7,8-dimethyl-[1,2,4]triazolo[1,5-a]pyridin-6-yl)-3-isopropyl-5-(piperidin-4-yl)-1H-indol-1-yl)-4-oxobutyl) phosphate trifluoroacetate FC(C(=O)O)(F)F.P(=O)(OCC1=CC=CC=C1)(OCC1=CC=CC=C1)OCCCC(=O)N1C(=C(C2=CC(=CC=C12)C1CCNCC1)C(C)C)C=1C(=C(C=2N(C1)N=CN2)C)C